cis-4-[(3,5-dichloro-2-pyridyl)oxy]-2'-oxo-N-(2,2,2-trifluoroethyl)spiro[cyclohexane-1,3'-indoline]-5'-carboxamide ClC=1C(=NC=C(C1)Cl)OC1CCC2(C(NC3=CC=C(C=C23)C(=O)NCC(F)(F)F)=O)CC1